CC1=C(C(=O)N[C@H](C)C2=CC(=NC3=CC=CC=C23)C=2C=NN(C2)C)C=C(C=C1)N1C(CN(CC1)C)=O (R)-2-methyl-N-(1-(2-(1-methyl-1H-pyrazol-4-yl)quinolin-4-yl)ethyl)-5-(4-methyl-2-oxopiperazin-1-yl)benzamide